C(#N)CC[C@H]1C[C@H](CCC1)NC1=C2C(=NC=C1C(=O)OCC)NC=C2 (cis)-Ethyl 4-((3-(2-cyanoethyl)cyclohexyl)amino)-1H-pyrrolo[2,3-b]pyridine-5-carboxylate